3-(bromomethyl) propylene oxide BrCCC1CO1